(R)-4-(7-(3-aminopiperidin-1-yl)-3-(4-(dimethylamino)phenyl)-3H-imidazo[4,5-b]pyridin-2-yl)-2-fluorobenzonitrile N[C@H]1CN(CCC1)C1=C2C(=NC=C1)N(C(=N2)C2=CC(=C(C#N)C=C2)F)C2=CC=C(C=C2)N(C)C